2-(2'-hydroxy-5'-methacryloyloxypropylphenyl)-5-chloro-2H-benzotriazole OC1=C(C=C(C=C1)CCCOC(C(=C)C)=O)N1N=C2C(=N1)C=CC(=C2)Cl